{2-[2,4-dihydroxy-5-(propan-2-yl)benzoyl]-2,3-dihydro-1H-isoindol-5-yl}(piperazine-1-yl)methanone monohydrochloride Cl.OC1=C(C(=O)N2CC3=CC=C(C=C3C2)C(=O)N2CCNCC2)C=C(C(=C1)O)C(C)C